6-(1-(2-((2-chlorophenyl)thio)acetyl)pyrrolidin-2-yl)-9-hydroxy-2-(2-phenoxyethyl)-3,4-dihydro-2H-pyrazino[1,2-c]pyrimidine-1,8-dione ClC1=C(C=CC=C1)SCC(=O)N1C(CCC1)C1=NC(C(=C2N1CCN(C2=O)CCOC2=CC=CC=C2)O)=O